CC1(CCOCC1)NC(=O)C1CCN(CC1)C(=O)C1=NNC(=C1)C1=CC=NC=C1 N-(4-methyloxan-4-yl)-1-[5-(pyridin-4-yl)-1H-pyrazole-3-carbonyl]piperidine-4-carboxamide